3-(8-methoxyquinazolin-6-yl)anilineanisaldehyde COC=1C=C(C=C2C=NC=NC12)C=1C=C(NCOC2=CC=C(C=O)C=C2)C=CC1